1-(6-methoxypyridin-2-yl)ethan-1-one COC1=CC=CC(=N1)C(C)=O